OC(=O)C(F)(F)F.N(=[N+]=[N-])CC(=O)N1CCNCC1 2-azido-1-(piperazin-1-yl)ethanone-TFA salt